(4-ethoxy-2,3-difluorophenyl)-2-(4-propylcyclohexyl)tetrahydro-2H-pyran Methyl-2-((tert-butoxycarbonyl)amino)-4-(4-ethoxypiperidin-2-yl)benzoate COC(C1=C(C=C(C=C1)C1NCCC(C1)OCC)NC(=O)OC(C)(C)C)=O.C(C)OC1=C(C(=C(C=C1)C1(OCCCC1)C1CCC(CC1)CCC)F)F